C(N)(=N)C=1C=C(SC1)[C@@H](CO)NC(=O)[C@H]1N(C[C@](C1)(CF)F)C(CNC(=O)C1=CC=2C(C3=CC=CC=C3C2C=C1)(F)F)=O (2S,4R)-N-((R)-1-(4-carbamimidoylthiophen-2-yl)-2-hydroxyethyl)-1-((9,9-difluoro-9H-fluorene-2-carbonyl)glycyl)-4-fluoro-4-(fluoromethyl)pyrrolidine-2-carboxamide